ClC1=C(C(=O)O)C=CC=C1[N+](=O)[O-] 2-chloro-3-nitrobenzoic acid